CN(C=1C=C(C(=O)NC2=CC(=C(C=C2)C)NC(C2=CC=C(C=C2)O)=O)C=CC1)C 3-(Dimethylamino)-N-[3-[(4-hydroxybenzoyl)amino]-4-methylphenyl]-benzamide